2,5-dihydroxybenzoyl-hydrazine OC1=C(C(=O)NN)C=C(C=C1)O